3-phenyl-1-(2-(phenylethynyl)phenyl)prop-2-yn-1-one C1(=CC=CC=C1)C#CC(=O)C1=C(C=CC=C1)C#CC1=CC=CC=C1